Cl.Cl.N1C[C@@H](CC1)N1C(NC2=NC=C(C=C21)C2CCOCC2)=O |r| (rac)-1-pyrrolidin-3-yl-6-tetrahydropyran-4-yl-3H-imidazo[4,5-b]pyridin-2-one, dihydrochloride